C(C)OC(=O)N(NC(=O)OCC)C1=C(C=C(C=C1)O)Cl 1-(2-chloro-4-hydroxyphenyl)hydrazine-1,2-dicarboxylic acid diethyl ester